C12C=CC(C3C4CC=CCC4CC13)C2 1,4-methano-1,4,4a,4b,5,8,8a,9a-octahydrofluorene